(2R,3R,4S)-2-(6-chloro-9H-purin-9-yl)tetrahydrothiophene-3,4-diol ClC1=C2N=CN(C2=NC=N1)[C@@H]1SC[C@H]([C@H]1O)O